C(C1=CC=CC=C1)N(C(=O)C=1NC(C(=CC1C)Br)=O)CCCO[Si](C)(C)C(C)(C)C N-benzyl-5-bromo-N-(3-((tert-butyldimethylsilyl)oxy)propyl)-3-methyl-6-oxo-1,6-dihydropyridine-2-carboxamide